C(CO)(=O)N1[C@H]([C@H](CCC1)NS(=O)(=O)C)CO[C@@H]1CC[C@@H](CC1)C1=C(C(=CC=C1F)F)F N-((2R,3S)-1-glycoloyl-2-(((cis-4-(2,3,6-trifluorophenyl)cyclohexyl)oxy)-methyl)piperidin-3-yl)methanesulfonamide